FC1=CC=C(C=N1)C(=O)N1[C@@H](C=2N(CC1)C(=NC2)C2=NC(=NS2)C)C (R)-(6-fluoropyridin-3-yl)(8-methyl-3-(3-methyl-1,2,4-thiadiazol-5-yl)-5,6-Dihydroimidazo[1,5-a]pyrazin-7(8H)-yl)methanone